5-hydroxy-2,2-dimethyl-6-oxo-1,2,3,6-tetrahydropyridine-4-carboxylic acid ethyl ester C(C)OC(=O)C=1CC(NC(C1O)=O)(C)C